3-(5-hydroxypyridin-2-yl)-1-(oxazolidin-4-yl)urea OC=1C=CC(=NC1)NC(NC1NCOC1)=O